2,5-dichloro-4,6-dimethyl-pyridine-3-carboxylic acid ClC1=NC(=C(C(=C1C(=O)O)C)Cl)C